NC=1C=C(C=C(C1)C(F)(F)F)[C@@H](C)C1=C2C(=NC(=NC2=CC(=C1N[C@@H]1CN(CC1)CC1=CC=CC=C1)OC)C)N ((R)-1-(3-amino-5-(trifluoromethyl)phenyl)ethyl)-N6-((S)-1-benzylpyrrolidine-3-yl)-7-methoxy-2-methylquinazoline-4,6-diamine